{8-methyl-1H,2H,3H-pyrido[2,3-b][1,4]oxazin-7-yl}-N-{3-[(4-methylpiperazin-1-yl)methyl]phenyl}-5H,6H,7H,8H-pyrido[3,4-d]pyrimidin-2-amine CC1=C(C=NC=2OCCNC21)C=2C1=C(N=C(N2)NC2=CC(=CC=C2)CN2CCN(CC2)C)CNCC1